ClC=1C(N(C(=CC1OCC1=NC=C(C=C1F)F)C)C1=CC(=NC=C1C)C1=NC(=NC=C1)C(CO)(C)C)=O (R)-3-chloro-4-((3,5-difluoropyridin-2-yl)methoxy)-2'-(2-(1-hydroxy-2-methylpropan-2-yl)pyrimidin-4-yl)-5',6-dimethyl-2H-[1,4'-bipyridin]-2-one